NC=1N=C(C2=C(N1)C(=NN2CC2=C(C=C(C(=O)O)C=C2)OC)C)NCC2CC1(CC1)C2 4-((5-amino-3-methyl-7-((spiro-[2.3]hexan-5-yl-methyl)amino)-1H-pyrazolo[4,3-d]pyrimidin-1-yl)methyl)-3-methoxybenzoic acid